C(CCC)[C@@H]1N(S(C2=C(N(C1)C1=CC=CC=C1)C=C(C(=C2)OC[C@@](C(=O)O)(C)OC)SC)(=O)=O)C (R)-3-(((S)-3-butyl-2-methyl-7-(methylthio)-1,1-dioxido-5-phenyl-2,3,4,5-tetrahydro-1,2,5-benzothiadiazepin-8-yl)oxy)-2-methoxy-2-methylpropanoic acid